N-(1-(3,3-difluorocyclobutyl)-6-oxo-1,6-dihydropyridazin-3-yl)-2-(4,4-dimethyl-1,4-azasilinan-1-yl)-4-((2-hydroxyethyl)sulfonamido)benzamide FC1(CC(C1)N1N=C(C=CC1=O)NC(C1=C(C=C(C=C1)NS(=O)(=O)CCO)N1CC[Si](CC1)(C)C)=O)F